N[C@@H]1CN(CC[C@H]1F)C1=NC2=C(N1CC1=CC=C(C#N)C=C1)C=C(C=C2F)F 4-((2-((3r,4r)-3-amino-4-fluoro-1-piperidinyl)-4,6-difluoro-1H-benzoimidazol-1-yl)methyl)benzonitrile